C1(=CC=CC=C1)C1=NC=NC=N1 Phenyl-1,3,5-triazin